[Cl-].[Cl-].C(C)(C)C=1C(=C(C(=C(C1)C(C)C)O)N1NC(=C(C(=N1)C1=C(C(=CC(=C1O)C(C)C)C(C)C)O)[Zr+2])C1=C(C(=CC(=C1O)C(C)C)C(C)C)O)O 2,4,6-tris(3,5-diisopropyl-2,6-dihydroxyphenyl)triazinyl-zirconium dichloride